OC(C(NC[C@H]1OCCC1)=O)[C@H]1N(CCC1)C(CNC(OCC1=CC=CC=C1)=O)=O benzyl (2-((2S)-2-(1-hydroxy-2-oxo-2-((((S)-tetrahydrofuran-2-yl)methyl)amino)ethyl)pyrrolidin-1-yl)-2-oxoethyl)carbamate